[N+](=O)([O-])C=1C=NC=CC1OC1CN(CC1)C(=O)OC(C)(C)C tert-Butyl 3-((3-nitropyridin-4-yl)oxy)pyrrolidine-1-carboxylate